6,7-difluoro-2-(2-hexyldecyloxy)quinoxaline FC=1C=C2N=CC(=NC2=CC1F)OCC(CCCCCCCC)CCCCCC